FC1=C(C=CC=C1)C=1C(=NC2=CC=C(C=C2C1)NC(=O)NCC(CC)O)C1=CC=NC=C1 1-(3-(2-fluorophenyl)-2-(pyridin-4-yl)quinolin-6-yl)-3-(2-hydroxybutyl)urea